ClC1=CC=C(C=C1)C=CC(=O)NC=1N(C(=CN1)C1=CC=NC=C1)C 3-(4-Chlorophenyl)-N-(1-methyl-5-(pyridin-4-yl)-1H-imidazol-2-yl)propenamide